CN1C[C@H]2N(C[C@H]2CC1)C=1SC2=C(N=NC=C2)N1 6-[(1S,6R)-3-methyl-3,8-diazabicyclo[4.2.0]octan-8-yl][1,3]thiazolo[4,5-c]pyridazin